[Na+].CN1N=NC2=C1C=CC(=C2C)[C@@H](CC(=O)[O-])C2=CC(=C(C=C2)C)CN2C[C@H](OC1=C(C2)C=CC=C1F)CC (S)-3-(1,4-Dimethyl-1H-benzo[d][1,2,3]triazol-5-yl)-3-(3-(((R)-2-ethyl-9-fluoro-2,3-dihydrobenzo[f][1,4]oxazepin-4(5H)-yl)methyl)-4-methylphenyl)propanoic acid, Sodium salt